2,4,6-trihydroxy-benzene-1,3,5-tricarbaldehyde OC1=C(C(=C(C(=C1C=O)O)C=O)O)C=O